Ethylene Glycol Diacrylate Acrylate C(C=C)(=O)O.C(C=C)(=O)O.C(C=C)(=O)O.C(CO)O